2-(2-hydroxy-1,1-dimethylethyl)-5-Ethyl-5-hydroxymethyl-1,3-dioxane OCC(C)(C)C1OCC(CO1)(CO)CC